C(C)(=O)N1C[C@H](CC1)C(=O)NC(=N)[C@H]1N2C(N([C@H](CC1)C2)O)=O (3S)-1-acetyl-N-(((2S,5R)-6-hydroxy-7-oxo-1,6-diazabicyclo[3.2.1]oct-2-yl)(imino)methyl)pyrrolidine-3-carboxamide